2-cyclopropyl-2'-((4-(7-((3,3-dimethyl-2-oxoindolin-6-yl)methyl)-2,7-diazaspiro[4.4]non-2-yl)pyrimidin-5-yl)oxy)-5'-fluoro-[1,1'-biphenyl]-4-carbonitrile C1(CC1)C1=C(C=CC(=C1)C#N)C1=C(C=CC(=C1)F)OC=1C(=NC=NC1)N1CC2(CC1)CN(CC2)CC2=CC=C1C(C(NC1=C2)=O)(C)C